6-(5-amino-3-methoxypyridin-2-yl)-5-(4-(benzyloxy)-3-fluorophenyl)-7-methyl-5H-pyrrolo[3,2-d]pyrimidin-4-ol NC=1C=C(C(=NC1)C1=C(C=2N=CN=C(C2N1C1=CC(=C(C=C1)OCC1=CC=CC=C1)F)O)C)OC